ClCCC(CCO[Si](C)(C)C(C)(C)C)C 5-chloro-1-(tert-butyldimethylsilyloxy)-3-methylpentane